N-(2-ethylbutyl)pentane-1,5-diamine C(C)C(CNCCCCCN)CC